4-(4-hydroxybutyl)-1,3,2-dioxaborolane OCCCCC1OBOC1